ClC=1C=CC=C2C=CC(OC12)C(C(=O)OC)(C1=CC=C(C=C1)C)O methyl 2-(8-chloro-2H-chromenyl)-2-hydroxy-2-p-methylphenylacetate